C(C)(=O)[O-].C(C)(C)(C)N1C=[N+](C=C1)C(C)(C)C 1,3-di-tert-butylimidazolium acetate